2-((S)-2,2-di((Z)-octadec-9-en-1-yl)-1,3-dioxolan-4-yl)-N,N-dimethylethane-1-amine C(CCCCCCC\C=C/CCCCCCCC)C1(OC[C@@H](O1)CCN(C)C)CCCCCCCC\C=C/CCCCCCCC